BrC1=CC(=C(C=C1C)N(C(C#CC)=O)C1=CC=C2C(=N1)C(=NN2C)O[C@@H]2CC([C@H](CC2)C(=O)O)(C)C)C2CC2 (trans)-4-({5-[N-(4-bromo-2-cyclopropyl-5-methylphenyl)but-2-ynamido]-1-methylpyrazolo[4,3-b]pyridin-3-yl}oxy)-2,2-dimethylcyclohexane-1-carboxylic acid